N,N-dibenzylbenzothiazole-2-sulfenamide C(C1=CC=CC=C1)N(SC=1SC2=C(N1)C=CC=C2)CC2=CC=CC=C2